CN1C=NC=C1CNC(=O)C=1C=2C[C@@H]3[C@H](C2N(N1)C1=C(C=C(C=C1)F)F)C3 (1aR,5aR)-2-(2,4-Difluoro-phenyl)-1a,2,5,5a-tetrahydro-1H-2,3-diaza-cyclopropa[a]pentalene-4-carboxylic acid (3-methyl-3H-imidazol-4-ylmethyl)-amide